C(C)(C)(C)OC(NCC1=C(C=C(C=C1)C1=NC=NN2C1=CC(=C2)C#CCCCO)C)=O.BrC2=NC(=CC(=C2C#N)C(F)(F)F)C 2-bromo-3-cyano-6-methyl-4-(trifluoromethyl)pyridine tert-butyl-N-[[4-[6-(5-hydroxypent-1-ynyl)pyrrolo[2,1-f][1,2,4]triazin-4-yl]-2-methyl-phenyl]methyl]carbamate